octane-1,8-diyl diphenyl bis(phosphorochloridate) P(OCCCCCCCCOP(OC1=CC=CC=C1)(=O)Cl)(OC1=CC=CC=C1)(=O)Cl